C1(CCCC1)N=C1NC(NC1)=O 4-(cyclopentylimino)-imidazolidin-2-one